Dioctadecyl ((2-(dimethylamino)ethoxy)carbonyl)-L-aspartate CN(CCOC(=O)N[C@@H](CC(=O)OCCCCCCCCCCCCCCCCCC)C(=O)OCCCCCCCCCCCCCCCCCC)C